oxo-bis(prop-2-ynoxy)phosphanium O=[P+](OCC#C)OCC#C